[2-(3,6-dichloropyridazin-4-yl)oxyethyl]cyclohexanamine ClC=1N=NC(=CC1OCCC1(CCCCC1)N)Cl